(R)- or (S)-N-((2-(trifluoromethyl)-4-(4-(trifluoromethyl)phenyl)-4,5,6,7-tetrahydropyrazolo[1,5-a]pyrimidin-6-yl)methyl)acrylamide FC(C1=NN2C(N(C[C@H](C2)CNC(C=C)=O)C2=CC=C(C=C2)C(F)(F)F)=C1)(F)F |o1:8|